4-(7-(3,4-dimethoxyphenyl)pyrazolo[1,5-a]pyrimidine-2-carbonyl)piperazin-2-one COC=1C=C(C=CC1OC)C1=CC=NC=2N1N=C(C2)C(=O)N2CC(NCC2)=O